CC1=CC=C(C=C1)S(=O)(=O)[O-].C(C)OC(=O)[C@@H]1CC2(OCCO2)CC[C@@H]1[NH2+][C@@H](C)C1=CC=CC=C1 (7R,8S)-7-(ethoxycarbonyl)-N-((S)-1-phenylethyl)-1,4-dioxaspiro[4.5]decan-8-aminium, 4-methylbenzenesulphonic acid salt